dibenzo[a,d][7]annulene C1=CC=CC=2CC3=C(C=CC21)C=CC=C3